N-methylprop-2-enamide CNC(C=C)=O